P(=O)([O-])([O-])[O-].[Si+4].[Al+3] aluminum-silicon phosphate